N1=C(C=CC=C1)[C@@H](C)NC(=O)[C@H]1CN(CC[C@@H]1NC(=O)C1=NOC(=C1)C1=C(C=C(C=C1)F)F)[C@@H]1[C@H](CCCC1)O (3S,4S)-4-{[5-(2,4-Difluoro-phenyl)-isoxazole-3-carbonyl]-amino}-1-((1S,2S)-2-hydroxy-cyclohexyl)-piperidine-3-carboxylic acid ((1R)-1-pyridin-2-yl-ethyl)-amide